C(=C)C1=C(C(=O)O)C=CC=C1 vinyl-benzoic acid